N1CCC(CC1)NC=1C2=C(N=CN1)SC(=C2)CC(F)(F)F N-(piperidin-4-yl)-6-(2,2,2-trifluoroethyl)thieno[2,3-d]Pyrimidin-4-amine